C(C=C)(=O)OC(C)CCCCCC 2-Octyl acrylate